C(C)(C)(C)C=1N=C(N(C1)C(=O)NC1CCOCC1)OC (tert-Butyl)-2-methoxy-N-(tetrahydro-2H-pyran-4-yl)-1H-imidazole-1-carboxamide